(S)-3,3-Bis(fluoromethyl)-1-(5H-imidazo[5,1-a]isoindol-5-yl)cyclobutan-1-ol FCC1(CC(C1)(O)[C@H]1N2C(C3=CC=CC=C13)=CN=C2)CF